COC(CCCCN1C(N(CC=2C1=NC(=NC2)Cl)C2=C(C=CC=C2C)C)=O)=O 5-[7-Chloro-3-(2,6-dimethyl-phenyl)-2-oxo-3,4-dihydro-2H-pyrimido[4,5-d]pyrimidin-1-yl]-pentanoic acid methyl ester